hexamethylenebis(3-(3,5-di-t-butyl-4-hydroxyphenyl) propionate) C(C)(C)(C)C=1C=C(C=C(C1O)C(C)(C)C)CC(C(=O)[O-])CCCCCCC(C(=O)[O-])CC1=CC(=C(C(=C1)C(C)(C)C)O)C(C)(C)C